3-cyclohexyl-thiourea C1(CCCCC1)NC(N)=S